(E)-2,2-dimethoxy-3-pentene COC(C)(\C=C\C)OC